1-ethyl-3-(5-((1-(2-methyl-6-(1H-pyrazol-1-yl)pyridin-3-yl)piperidin-4-yl)methyl)oxazol-2-yl)urea C(C)NC(=O)NC=1OC(=CN1)CC1CCN(CC1)C=1C(=NC(=CC1)N1N=CC=C1)C